tert-Butyl 2-(3-acetyl-7-allyl-5-hydroxy-1H-indazol-1-yl)acetate C(C)(=O)C1=NN(C2=C(C=C(C=C12)O)CC=C)CC(=O)OC(C)(C)C